ethyl (7-chloro-1-naphthyl)acetate ClC1=CC=C2C=CC=C(C2=C1)CC(=O)OCC